dineopentanol 2,5-diphenyl-3,4-thiophenedicarboxylate C1(=CC=CC=C1)C=1SC(=C(C1C(=O)O)C(=O)O)C1=CC=CC=C1.C(C(C)(C)C)O.C(C(C)(C)C)O